[I-].C(C)[N+]1=C(C=CC2=CC=CC=C12)C=CC1=C2C=CC=NC2=C(C=C1)O 1-Ethyl-2-[2-(8-Hydroxyquinolin-5-yl)-vinyl]-quinolinium iodide